C(C=C)C1=C(C(=O)N)C=CC(=N1)CN(CC1=NC=CC=C1)CC1=NC=CC=C1 allyl-6-((bis(pyridin-2-ylmethyl)amino)methyl)nicotinamide